ON=C(N)C1(CCC1)OC(F)(F)F N'-hydroxy-3-cis-(trifluoromethoxy)cyclobutanecarboxamidine